1-{4-[1-(2,6-Dioxopiperidin-3-yl)-4-methyl-5-oxo-1,2,4-triazol-3-yl]phenyl}azetidine-3-carbaldehyde O=C1NC(CCC1N1N=C(N(C1=O)C)C1=CC=C(C=C1)N1CC(C1)C=O)=O